2-methoxy-3-methyl-6-((trimethylsilyl)ethynyl)pyridine COC1=NC(=CC=C1C)C#C[Si](C)(C)C